2-[(2s,6s)-2,6-dimethylmorpholin-4-yl]-6-(propan-2-yl)-4-{[4-(propan-2-yl)phenyl]amino}-5,6-dihydro-7H-pyrrolo[3,4-d]pyrimidin-7-one C[C@H]1CN(C[C@@H](O1)C)C=1N=C(C2=C(N1)C(N(C2)C(C)C)=O)NC2=CC=C(C=C2)C(C)C